CS(=O)(=O)C=1N=CC2=C(N1)N=C(C=C2C#C[Si](C(C)C)(C(C)C)C(C)C)OC2=CC=CC=C2 2-methanesulfonyl-7-phenoxy-5-[2-(triisopropylsilyl)ethynyl]pyrido[2,3-d]pyrimidine